Diethanolamin N(CCO)CCO